COC=1C=C(N)C=CC1\N=N\C1=CC=NC=C1 (E)-3-Methoxy-4-(pyridin-4-yldiazenyl)aniline